(2R,4S)-5-([1,1'-biphenyl]-4-yl)-4-amino-2-methylvaleric acid C1(=CC=C(C=C1)C[C@H](C[C@H](C(=O)O)C)N)C1=CC=CC=C1